F[C@H]1C[C@H](N2N=C(N=C21)S(=O)(=O)C2CC(C2)O)C2=CC(=CC=C2)F 3-[[(5s,7s)-7-fluoro-5-(3-fluorophenyl)-6,7-dihydro-5H-pyrrolo[1,2-b][1,2,4]triazol-2-yl]sulfonyl]cyclobutanol